(S)-2-(1-amino-1,3-dihydrospiro[indene-2,4'-piperidin]-1'-yl)-5-(3-(2-aminopyrimidin-5-yl)prop-1-yn-1-yl)-3-methylpyrimidin-4(3H)-one N[C@@H]1C2=CC=CC=C2CC12CCN(CC2)C2=NC=C(C(N2C)=O)C#CCC=2C=NC(=NC2)N